2-amino-N,N-dimethyl-3-phenyl-propionamide NC(C(=O)N(C)C)CC1=CC=CC=C1